C(C=C)[Si](C1=NC=CC=C1)(C)C 2-(allyldimethylsilyl)Pyridine